C1=CC=C2C=CC3=C4C=C(C5=CC=C1C2=C35)C=3C=CC=CC34 indeno(1,2,3)pyrene